FC1=NN=C2N1C1=CC(=CC=C1C(=N2)N2CCCC1=C(C=CC=C21)C2=CC=C(C=C2)F)N fluoro-5-(5-(4-fluorophenyl)-3,4-dihydro-quinolin-1(2H)-yl)-[1,2,4]triazolo[4,3-a]quinazolin-8-amine